3-(3,3-difluoropiperidin-1-yl)-2-fluoro-4-(((1-methylcyclopropyl)sulfonyl)carbamoyl)benzoic acid FC1(CN(CCC1)C=1C(=C(C(=O)O)C=CC1C(NS(=O)(=O)C1(CC1)C)=O)F)F